CC1=CC=C(C=C1)CS(=O)(=O)NC=1C=C2CCC(N(C2=CC1)CCC)=O 1-(4-methylphenyl)-N-(2-oxo-1-propyl-1,2,3,4-tetrahydroquinolin-6-yl)methanesulfonamide